C(CCCCC)[Si](I)(I)CCCCCC dihexyldiiodosilane